CC(C)=CCC[C@@H](C)CC=O |r| (±)-citronellal